2,4-dihydroxy-5-fluoropyrimidine OC1=NC=C(C(=N1)O)F